C12(CCCC1)C1=CC=CC=C1NC=1C=CC=CC12 10H-spiro[acridine-9,1'-cyclopentane]